C(C)N1CCC(CC1)C=1SC2=C(N1)C=C(C=C2)C2=NC[C@H](CC2)C (S)-2-(1-ethylpiperidin-4-yl)-5-(5-methyl-3,4,5,6-tetrahydropyridin-2-yl)benzo[d]thiazole